7-(2,3-dichlorophenyl)-N-[(4S)-3,4-dihydro-2H-chromen-4-yl]-3-methyl-3H-imidazo-[4,5-b]pyridine-2-carboxamide ClC1=C(C=CC=C1Cl)C1=C2C(=NC=C1)N(C(=N2)C(=O)N[C@H]2CCOC1=CC=CC=C21)C